morpholylurea N1(CCOCC1)NC(=O)N